O=C1NC(CCC1N1C(C2=CC=CC(=C2C1)N(C1CCC(CC1)CNC(OC(C)(C)C)=O)CCCCC)=O)=O tert-butyl (((1R,4R)-4-((2-(2,6-dioxopiperidin-3-yl)-1-oxoisoindolin-4-yl)(pentyl)amino)cyclohexyl)methyl)carbamate